N-(4-(2-(((2s,5s)-5-aminoocta-hydropentalen-2-yl)amino)-8-ethylquinazolin-6-yl)-2-fluoro-phenyl)-2-chloro-benzenesulfonamide NC1CC2CC(CC2C1)NC1=NC2=C(C=C(C=C2C=N1)C1=CC(=C(C=C1)NS(=O)(=O)C1=C(C=CC=C1)Cl)F)CC